FC1=NC=CC(=C1)B1OC(C(O1)(C)C)(C)C 2-Fluoro-4-(4,4,5,5-tetramethyl-1,3,2-dioxaborolan-2-yl)pyridin